4-chloro-3-iodo-1-((2-(trimethylsilyl)ethoxy)methyl)-1H-pyrrolo[3,2-c]pyridine ClC1=NC=CC2=C1C(=CN2COCC[Si](C)(C)C)I